4-((4-((1H-indazol-6-yl)amino)-5-methylpyrimidin-2-yl)amino)-N-(2-morpholinoethyl)benzamide N1N=CC2=CC=C(C=C12)NC1=NC(=NC=C1C)NC1=CC=C(C(=O)NCCN2CCOCC2)C=C1